N1=CCN(C=C1)NC(=O)[O-] PYRAZINE-4-CARBAMATE